phenyl (3-ethylisoxazole-5-yl)carbamate C(C)C1=NOC(=C1)NC(OC1=CC=CC=C1)=O